(3R)-tert-Butyl 11,11-difluoro-8-(2-hydroxypropan-2-yl)-3-methyl-3,4,8,9,10,11-hexahydro-1H-pyrido[4',3':3,4]pyrazolo[1,5-a]azepine-2(7H)-carboxylate FC1(C=2N(CC(CC1)C(C)(C)O)N=C1C2CN([C@@H](C1)C)C(=O)OC(C)(C)C)F